C(C)(=O)C1=CC(=C(C(=O)OC)C=C1O)C Methyl 4-acetyl-5-hydroxy-2-methylbenzoate